(5-bromo-1H-pyrrolo[3,2-b]pyridin-3-yl)carbamic acid tert-butyl ester C(C)(C)(C)OC(NC1=CNC=2C1=NC(=CC2)Br)=O